CC1=C(C(=CC=C1)C)NC(C=CC1=CC=CC=C1)=O N-(2,6-dimethylphenyl)cinnamamide